(3-cyanophenyl)difluoroacetic acid C(#N)C=1C=C(C=CC1)C(C(=O)O)(F)F